Ethyl (S)-3-(4,4'-difluoro-2'-(hex-5-en-1-yl)-6'-methyl-5-(trifluoromethyl)-[1,1'-biphenyl]-3-yl)-3-((R)-2-hydroxypent-4-enamido)propanoate FC1=C(C=C(C=C1C(F)(F)F)C1=C(C=C(C=C1C)F)CCCCC=C)[C@H](CC(=O)OCC)NC([C@@H](CC=C)O)=O